COC1=CC=C(C=C1)CN1C=C(C2=CC(=CC=C12)C(C)N)C 1-[1-[(4-methoxyphenyl)methyl]-3-methylindol-5-yl]Ethylamine